FC1=CC(=C(C=2NC(=NC21)C(=O)N2[C@@H](C=1C=CC=NC1CC2)C)C)F (R)-(4,6-Difluoro-7-methyl-1H-benzo[d]imidazol-2-yl)(5-methyl-7,8-dihydro-1,6-naphthyridin-6(5H)-yl)methanone